(2S)-2-({5-[(1S)-1-[(5-chloro-2-methylpyridin-3-yl)amino]ethyl]thiophen-2-yl}formamido)-3-cyclopentyl-N-(2-methylpyridin-4-yl)propanamide ClC=1C=C(C(=NC1)C)N[C@@H](C)C1=CC=C(S1)C(=O)N[C@H](C(=O)NC1=CC(=NC=C1)C)CC1CCCC1